C(C1=CC=CC=C1)(C1=CC=CC=C1)(C1=CC=CC=C1)N=S(=O)(N)C=1C=NN2C1OCC1(C2)CC1 N'-trityl-5',7'-dihydrospiro[cyclopropane-1,6'-pyrazolo[5,1-b][1,3]oxazine]-3'-sulfonimidamide